2-(4-chlorophenyl)-6-methylene-2-(trifluoromethyl)-3,6-dihydro-2H-pyran-4-carboxylic acid methyl ester COC(=O)C=1CC(OC(C1)=C)(C(F)(F)F)C1=CC=C(C=C1)Cl